(benzothiolane)-1,1-dioxide S1(CCC2=C1C=CC=C2)(=O)=O